P(OC1=C(C(=C(C=C1)C)C)C)(OC1=CC=C(C=C1)C)[O-] trimethylphenyl (cresyl) phosphite